4-[(1S,4R,5S)-5-{[5-cyclopropyl-3-(2,6-dichlorophenyl)-1,2-oxazol-4-yl]methoxy}-3-oxo-2-azabicyclo[2.2.1]heptan-2-yl]benzoic acid C1(CC1)C1=C(C(=NO1)C1=C(C=CC=C1Cl)Cl)CO[C@@H]1[C@@H]2C(N([C@H](C1)C2)C2=CC=C(C(=O)O)C=C2)=O